C1(=CC(=CC=C1)C1=NC(=NC=C1Cl)NC1CCN(CC1)C(=O)C1CCN(CC1)C(CCNC(COC=1C=C2CN(C(C2=CC1)=O)C1C(NC(CC1)=O)=O)=O)=O)C1=CC=CC=C1 N-(3-(4-(4-((4-([1,1'-biphenyl]-3-yl)-5-chloropyrimidin-2-yl)amino)piperidine-1-carbonyl)piperidin-1-yl)-3-oxopropyl)-2-((2-(2,6-dioxopiperidin-3-yl)-1-oxoisoindolin-5-yl)oxy)acetamide